1-{2-[methyl(propan-2-yl)amino]acetyl}piperidin CN(CC(=O)N1CCCCC1)C(C)C